tert-butyl (E)-(2-((4-((5-(1,3-benzodioxol-5-yl)-1-benzothiophen-2-yl)methyl)-5-oxo-4,5-dihydro-1H-1,2,4-triazol-1-yl)methyl)-3-fluoroallyl)carbamate O1COC2=C1C=CC(=C2)C=2C=CC1=C(C=C(S1)CN1C=NN(C1=O)C\C(\CNC(OC(C)(C)C)=O)=C\F)C2